CC(=O)N[C@@H]1[C@H]([C@@H]([C@H](OC1O)CO)O)O[C@@H]2[C@H]([C@H]([C@@H]([C@H](O2)CO)O)O)O[C@@H]3[C@H]([C@H]([C@@H]([C@H](O3)CO)O)O)O The molecule is an amino trisaccharide consisting of two alpha-D-mannopyranose residues and a 2-acetamido-2-deoxy-D-glucopyranose residue joined in sequence by (1->2) and (1->3) glycosidic bonds. It is a member of acetamides and an amino trisaccharide. It derives from an alpha-D-Manp-(1->2)-alpha-D-Manp.